C1=CC=C(C2=C3C(=CC=CC3=CC=C12)C(=O)[O-])C(=O)[O-].[NH4+].[NH4+] ammonium phenanthrene-4,5-dicarboxylate